C1(CCCCC1)NC1=C2C(=NC(=N1)NC1=C(C=C(C=C1)N1CCOCC1)OC)NN=C2C2=CN=CS2 N4-cyclohexyl-N6-(2-methoxy-4-morpholinophenyl)-3-(thiazol-5-yl)-1H-pyrazolo[3,4-d]pyrimidine-4,6-diamine